O(C1=CC=CC=C1)C1=C(C=CC=C1)NS(=O)(=O)C1=CC=C(C=C1)CNC(=O)C1=CC=2C=NC=CC2N1 N-({4-[(2-phenoxyphenyl)sulfamoyl]phenyl}methyl)-1H-pyrrolo[3,2-c]pyridine-2-carboxamide